ClC1=C(C=CC=C1)[C@@H](C)C1=C(C=CC2=C1NC(=NS2(=O)=O)NCC2=NC=CC=C2F)F (S)-5-(1-(2-chlorophenyl)ethyl)-6-fluoro-3-(((3-fluoropyridin-2-yl)methyl)amino)-4H-benzo[e][1,2,4]thiadiazine 1,1-dioxide